(S)-3-(2-chloropyrimidin-4-yl)-4-isopropyl-2-oxazolidinone ClC1=NC=CC(=N1)N1C(OC[C@@H]1C(C)C)=O